tert-butyl ((1R,5S,6s)-3-(2-(1-(4-((2,6-dioxopiperidin-3-yl)amino)phenyl)piperidin-4-yl)ethyl)-3-azabicyclo[3.1.0]hexan-6-yl)carbamate O=C1NC(CCC1NC1=CC=C(C=C1)N1CCC(CC1)CCN1C[C@@H]2C([C@@H]2C1)NC(OC(C)(C)C)=O)=O